ClC1=CC(=C(C=C1)C1=NC(=CC=2N=C(N(C(C21)=O)C)C)N2C[C@@H](OCC2)[C@H]2OCC2)F 5-(4-chloro-2-fluorophenyl)-2,3-dimethyl-7-((2R)-2-((2S)-2-oxetanyl)-4-morpholinyl)pyrido[4,3-d]pyrimidin-4(3H)-one